N'-dodecylimidazolyl iodide C(CCCCCCCCCCC)N1C(=NC=C1)I